2-amino-3-(4-methylpiperazin-1-yl)propan-1-ol NC(CO)CN1CCN(CC1)C